C1=CC=CC=2C1=C1C=CC3=C4C(=CC5=CC=C(C2)C1=C53)C=CC=C4 Dibenzo(a,i)pyrene